(1s,5r)-3-oxabicyclo[3.1.0]hexane-6-carboxylic acid [C@@H]12COC[C@H]2C1C(=O)O